N-methyl-N-[3-[2-methyl-7-(4,4,5,5-tetramethyl-1,3,2-dioxaborolan-2-yl)benzimidazol-1-yl]propyl]carbamic acid tert-butyl ester C(C)(C)(C)OC(N(CCCN1C(=NC2=C1C(=CC=C2)B2OC(C(O2)(C)C)(C)C)C)C)=O